7-chloro-6-(3-fluoro-2-pyridinyl)-4-methyl-8-(trifluoromethyl)-4H-[1,2,4]triazolo[1,5-a][1,4]benzodiazepine-2-Formic acid ClC1=C(C=CC2=C1C(=NC(C=1N2N=C(N1)C(=O)O)C)C1=NC=CC=C1F)C(F)(F)F